4-(3-chloro-7-(2-fluoro-6-(trifluoromethyl)phenyl)isoquinolin-1-yl)-2-fluorobenzonitrile ClC=1N=C(C2=CC(=CC=C2C1)C1=C(C=CC=C1C(F)(F)F)F)C1=CC(=C(C#N)C=C1)F